ClC1=C(C(=CC(=C1)C=1C=CC2=C(C=3CN(CCC3S2)C)C1)Cl)S(=O)(=O)NC=1C(=NN(C1C)C)CC(C)C 2,6-dichloro-N-(3-isobutyl-1,5-dimethyl-1H-pyrazol-4-yl)-4-(2-methyl-1,2,3,4-tetrahydrobenzo[4,5]thieno[3,2-c]pyridin-8-yl)benzenesulfonamide